5-chloro-2-(4-{[(3R,5R)-1-ethyl-5-fluoropiperidin-3-yl]amino}pyrrolo[1,2-d][1,2,4]triazin-1-yl)-3-fluorophenol ClC=1C=C(C(=C(C1)O)C=1C=2N(C(=NN1)N[C@H]1CN(C[C@@H](C1)F)CC)C=CC2)F